2-butyl-4-isopropoxy-3-[[4-(methylaminomethyl)phenyl]methyl]imidazo[4,5-d]pyridazin-7-amine C(CCC)C=1N(C=2C(=C(N=NC2OC(C)C)N)N1)CC1=CC=C(C=C1)CNC